C(C)(C)(C)OC(=O)N1CCN(CC1)CCOS(=O)(=O)C 4-(2-methanesulfonyloxy-ethyl)-piperazine-1-carboxylic acid tert-butyl ester